(R)-2-amino-4-(pentan-2-ylamino)-6-(4-(pyrrolidin-1-ylmethyl)benzyl)pyrimido[4,5-d]pyridazin-5(6H)-one NC=1N=C(C2=C(C=NN(C2=O)CC2=CC=C(C=C2)CN2CCCC2)N1)N[C@H](C)CCC